C(C1=CC=CC=C1)OC=1C=C(OC2=C(C=C(C=C2)CSC)Br)C=CC1 1-(3-benzyloxyphenoxy)-2-bromo-4-(methylsulfanyl-methyl)benzene